FC1=C(CN2[C@@H](CCC2=O)CC(=O)N[C@@H](C(C)C)C(=O)OC)C=CC=C1F methyl (2-((S)-1-(2,3-difluorobenzyl)-5-oxopyrrolidin-2-yl)acetyl)-L-valinate